The molecule is a dichloromuconic acid in which the two chloro groups are placed at positions 2 and 3. It is a conjugate acid of a 2,3-dichloromuconate(2-). C(=CC(=O)O)C(=C(C(=O)O)Cl)Cl